1,3-dipalmitoyl-glycero-2-phosphoethanolamine C(CCCCCCCCCCCCCCC)(=O)OCC(OP(=O)(O)OCCN)COC(CCCCCCCCCCCCCCC)=O